COC(CC1=NC=C(C=C1C)C(F)(F)F)=O.C1(CC1)C=1C=C(C(=O)/N=C/2\NCCC(N2)=O)C=CC1NC1=CC(=CC=C1)C(NC(C)C)=O 3-cyclopropyl-N-[(2E)-4-oxo-1,3-diazinan-2-ylidene]-4-({3-[(propan-2-yl)carbamoyl]phenyl}amino)benzamide methyl-2-[3-methyl-5-(trifluoromethyl)-2-pyridyl]acetate